[Al+3].[Si]([O-])([O-])([O-])[O-].[Ca+2] calcium silicate-aluminum salt